NC1=NC2=CC=C(C=C2C=C1C)C(=O)NN(C=1N=CC2=C(N1)N(C=C2)COCC[Si](C)(C)C)C 2-amino-N',3-dimethyl-N'-(7-((2-(trimethylsilyl)ethoxy)methyl)-7H-pyrrolo[2,3-d]pyrimidin-2-yl)quinoline-6-carbohydrazide